[Cl-].C(C(=C)C)(=O)OCC[N+](C)(C)C 2-methacryloxyethyl-trimethyl-ammonium chloride